BrC=1C(=CC(=C(C=O)C1)[N+](=O)[O-])N1[C@H]2CO[C@@H](C1)C2 5-Bromo-2-nitro-4-[(1R,4R)-2-oxa-5-azabicyclo[2.2.1]heptan-5-yl]benzaldehyde